N1-ethyl-N1-methyl-ethane-1,2-diamine C(C)N(CCN)C